BrC=1C=C(C=CC1[N+](=O)[O-])N1C=NC=C1 1-(3-bromo-4-nitrophenyl)-1H-imidazole